O1COC=2C(=NC=CC21)CN2[C@H](C[C@@H](C2)F)C(=O)NC=2C=NC(=NC2)C2=CC=CC=C2 (2R,4S)-1-([1,3]dioxolo[4,5-c]pyridin-4-ylmethyl)-4-fluoro-N-(2-phenylpyrimidin-5-yl)pyrrolidine-2-carboxamide